ClC1=CC=C(C=C1)N1C2(CCN(C2)C(=O)OC(C)(C)C)C(N(CC1=O)C1=CC=C(C=C1)[N+](=O)[O-])=O tert-butyl 6-(4-chlorophenyl)-9-(4-nitrophenyl)-7,10-dioxo-2,6,9-triazaspiro[4.5]decane-2-carboxylate